titanium mono(ethylacetate) Titanium [Ti+4].C(C)CC(=O)[O-].[Ti+4]